FC1=C(OCC(CC(=C)C)(C)NC(=O)C=2C=C3C(=NC2)NC=C3)C=CC=C1 N-(1-(2-fluorophenoxy)-2,4-dimethylpent-4-en-2-yl)-1H-pyrrolo[2,3-b]pyridine-5-carboxamide